N-((4-(6-(6-(Difluoromethyl)imidazo[1,2-b]pyridazin-3-yl)pyrimidin-4-yl)-5-methylpiperazin-2-yl)methyl)methanesulfonamide FC(C=1C=CC=2N(N1)C(=CN2)C2=CC(=NC=N2)N2CC(NCC2C)CNS(=O)(=O)C)F